2-Ethyl-4,5-dimethylbenzene-1,3-diol C(C)C1=C(C=C(C(=C1O)C)C)O